C1(CC1)NC(=O)C1=CN=C2N1N=C(C=C2NC)N2CCC1=C(C=CC=C21)C2=NC=C(C=C2)CN2CC(C1(CC2)CCNCC1)(F)F N-cyclopropyl-6-(4-(5-((1,1-difluoro-3,9-diazaspiro[5.5]undecan-3-yl)methyl)pyridin-2-yl)indolin-1-yl)-8-(methylamino)imidazo[1,2-b]pyridazine-3-carboxamide